5-(1,8-difluoro-3-hydroxy-7-methoxynaphthalen-2-yl)-1λ6,2,5-thiadiazolidine-1,1,3-trione FC1=C(C(=CC2=CC=C(C(=C12)F)OC)O)N1CC(NS1(=O)=O)=O